5-methyl-4-(piperazin-1-yl)pyrimidine CC=1C(=NC=NC1)N1CCNCC1